bis[(2E)-2-hexenyl] malonate C(CC(=O)OC\C=C\CCC)(=O)OC\C=C\CCC